C(C)C(C(=O)O)[C@H]1N([C@@H](CN(C1)C1=CC=CC=C1)C)CC1=CC=CC=C1.C(CCC)C=1C(=C(C=CC1)OC)O butyl-hydroxyanisol ethyl-2-((2R,6R)-1-benzyl-6-methyl-4-phenylpiperazin-2-yl)acetate